CN1C(C=C(C=C1)N1[C@H]([C@H](CC1)NS(=O)(=O)C)CO[C@@H]1CC[C@@H](CC1)C1=CC=CC=C1)=O N-((2R,3S)-1-(1-methyl-2-oxo-1,2-dihydropyridin-4-yl)-2-((((CIS)-4-phenylcyclohexyl)oxy)methyl)pyrrolidin-3-yl)methanesulfonamide